3-(6-((2-ethyl-5,7-dimethyl-3H-imidazo[4,5-b]pyridin-3-yl)methyl)pyridazin-3-yl)-3'-methylbiphenyl-4-carboxylic Acid C(C)C1=NC=2C(=NC(=CC2C)C)N1CC1=CC=C(N=N1)C=1C=C(C=CC1C(=O)O)C1=CC(=CC=C1)C